N1,N4-dimethoxycyclohexane-1,4-dicarboxamide CONC(=O)C1CCC(CC1)C(=O)NOC